N,N-diethylanilinium tetrakis(phenyl)borate C1(=CC=CC=C1)[B-](C1=CC=CC=C1)(C1=CC=CC=C1)C1=CC=CC=C1.C(C)[NH+](C1=CC=CC=C1)CC